8-chloro-1-(4,4-difluoro-1-methylpyrrolidin-3-yl)-2-(1H-1,2,4-triazol-1-ylmethyl)-1H-imidazo[4,5-c]quinoline ClC1=CC=2C3=C(C=NC2C=C1)N=C(N3C3CN(CC3(F)F)C)CN3N=CN=C3